CC(CC(C)C)NC1=CC=C(C=C1)NC1=CC=CC=C1 N-(1,3-Dimethyl-butyl)-N'-phenyl-p-phenylen-diamin